3-ethoxy-thiophene C(C)OC1=CSC=C1